C(C)[C@@H]1N(C[C@H](N(C1)C(C)C1=C(C=C(C=C1)F)COC)CC)C(C)(C)C (2s,5r)-2,5-diethyl-4-(1-(4-fluoro-2-(methoxymethyl)phenyl)ethyl)tert-butylpiperazine